ClC1=CC=C(OC=2C=C(CN3CCN(CC3)C(=O)N3N=C(C=C3)C(=O)O)C=C(C2)F)C=C1 1-(4-(3-(4-chlorophenoxy)-5-fluorobenzyl)piperazine-1-carbonyl)-1H-pyrazole-3-carboxylic acid